propyl-triphenyl-phosphonium C(CC)[P+](C1=CC=CC=C1)(C1=CC=CC=C1)C1=CC=CC=C1